(S)-3-(2-methoxypyrimidin-5-yl)-3-(3-(3-(5,6,7,8-tetrahydro-1,8-naphthyridin-2-yl)propyl)-1H-pyrazol-1-yl)propanoic acid COC1=NC=C(C=N1)[C@H](CC(=O)O)N1N=C(C=C1)CCCC1=NC=2NCCCC2C=C1